methyl (E)-2-(benzyloxycarbonylamino)-4-(tert-butoxycarbonylamino)-4-methyl-pent-2-enoate C(C1=CC=CC=C1)OC(=O)N\C(\C(=O)OC)=C\C(C)(C)NC(=O)OC(C)(C)C